FC1=C(C=CC=C1)N1C=CC2=C1N=CN=C2OC2=CC=C(C=C2)NC(CC2=CC=C(C=C2)C(F)(F)F)=O N-(4-((7-(2-fluorophenyl)-7H-pyrrolo[2,3-D]pyrimidin-4-yl)oxy)phenyl)-2-(4-(Trifluoromethyl)phenyl)acetamide